C[C@]12[C@H]3CC[C@@]4([C@H](CC[C@H]4[C@@H]3CC[C@H]2CC(CC1)=O)OCC(NCCOCCOCCOCCOCCC(=O)OC(C)(C)C)=O)C tert-Butyl 1-(((5S,8R,9S,10S,13S,14S,17S)-10,13-dimethyl-3-oxohexadecahydro-1H-cyclopenta[a]phenanthren-17-yl)oxy)-2-oxo-6,9,12,15-tetraoxa-3-azaoctadecan-18-oate